1-[(3,4-dichlorophenyl)carbonyl]piperidin ClC=1C=C(C=CC1Cl)C(=O)N1CCCCC1